N-(5-(pyridin-3-ylmethyl)-1-(4-(trifluoromethyl)phenyl)-1,2,3,4-tetrahydroquinolin-3-yl)propionamide N1=CC(=CC=C1)CC1=C2CC(CN(C2=CC=C1)C1=CC=C(C=C1)C(F)(F)F)NC(CC)=O